(trans)-2,4-heptadiene C\C=C\C=CCC